C(C)(C)(C)OC(=O)NC1=CC2=C(S1)C=CC(=C2C=2C1=C(C=3C(=NC(=NC3C2Cl)SCC)N2C3CN(CC2CC3)C(=O)OC(C)(C)C)COC1)F tert-Butyl 8-(6-(2-((tert-butoxycarbonyl)amino)-5-fluorobenzo[b]thiophen-4-yl)-5-chloro-3-(ethylthio)-7,9-dihydrofuro[3,4-f]quinazolin-1-yl)-3,8-diazabicyclo[3.2.1]octane-3-carboxylate